OCC[C@@H](COC)NC(OC(C)(C)C)=O tert-butyl N-[(1S)-1-(hydroxyethyl)-2-methoxy-ethyl]carbamate